Glucosylamine C1([C@H](O)[C@@H](O)[C@H](O)[C@H](O1)CO)N